ethyl 3-(4-methoxy-6-methylpyrazolo[1,5-a]pyrazin-2-yl)-3-oxopropanoate COC=1C=2N(C=C(N1)C)N=C(C2)C(CC(=O)OCC)=O